tert-butyl (3S)-3-(1-bromo-2-methoxy-2-oxo-ethyl)pyrrolidine-1-carboxylate BrC(C(=O)OC)[C@@H]1CN(CC1)C(=O)OC(C)(C)C